FC1=C(C=CC(=C1)OC1=CC(=NC=C1)[Sn](C)(C)C)NC(OC(C)(C)C)=O tert-Butyl N-[2-fluoro-4-[(2-trimethylstannyl-4-pyridyl)oxy]phenyl]carbamate